2-(5-(cyclopropyl((1R,2S,3S,5S)-2-fluoro-1,5-dimethyl-8-azabicyclo[3.2.1]octan-3-yl)amino)pyrazin-2-yl)-5-(1-methyl-1H-pyrazol-4-yl)phenol C1(CC1)N(C=1N=CC(=NC1)C1=C(C=C(C=C1)C=1C=NN(C1)C)O)[C@@H]1[C@@H]([C@]2(CC[C@@](C1)(N2)C)C)F